4-cyclopropyl-N-((1r,4r)-4-((2,2-difluoroethyl)amino)cyclohexyl)-6-(1H-imidazol-1-yl)picolinamide C1(CC1)C1=CC(=NC(=C1)N1C=NC=C1)C(=O)NC1CCC(CC1)NCC(F)F